COC1=C(C=NC=C1)NC1CCN(CC1)C(=O)OC(C)(C)C Tert-butyl 4-[(4-methoxy-3-pyridyl)amino]piperidine-1-carboxylate